FC=1C=C(C=CC1F)NC(N([C@H]1CCCC=2NC(C=3CCCCC3C12)=O)CC)=O (S)-3-(3,4-difluorophenyl)-1-ethyl-1-(6-oxo-1,2,3,4,5,6,7,8,9,10-decahydrophenanthridin-1-yl)urea